5-Amino-6-((2,4-dimethoxybenzyl)amino)pyrimidine-4-carboxylic acid ethyl ester C(C)OC(=O)C1=NC=NC(=C1N)NCC1=C(C=C(C=C1)OC)OC